8-(2,5-dichlorophenyl)-8-oxooctanoic acid ClC1=C(C=C(C=C1)Cl)C(CCCCCCC(=O)O)=O